FC(CC1=CC(=NO1)C(=O)O)(F)F 5-(2,2,2-Trifluoroethyl)isoxazole-3-carboxylic Acid